(S)-1-(3,4-difluorophenyl)-6-(5-(3,5-dimethylpyrazol-4-yl)-1-((1r,4S)-4-methoxycyclohexyl)-1H-benzo[d]imidazol-2-yl)piperidin-2-one FC=1C=C(C=CC1F)N1C(CCC[C@H]1C1=NC2=C(N1C1CCC(CC1)OC)C=CC(=C2)C=2C(=NNC2C)C)=O